N,N-dimethyl-N-[3-[(1-oxo-2-propen-1-yl)amino]propyl]-3-sulfo-1-propanaminium C[N+](CCCS(=O)(=O)O)(CCCNC(C=C)=O)C